C1(CCC1)CN1N=C(C(=C1)C1=NC(=CC=C1C(C)O)N1C=NC2=C1C=CC(=C2)NC=2N=NC(=CC2)C)C 1-[2-[1-(Cyclobutylmethyl)-3-methyl-pyrazol-4-yl]-6-[5-[(6-methylpyridazin-3-yl)amino]benzimidazol-1-yl]-3-pyridyl]ethanol